ClC=1C=C(C=CC1)NC1=NC=CC2=C(C(=CC=C12)C)[N+](=O)[O-] N-(3-chlorophenyl)-6-methyl-5-nitroisoquinolin-1-amine